(S)-(6-(2-ethylphenoxy)-3-(3-(5-(trifluoromethyl)pyridin-2-yloxy)pyrrolidin-1-yl)pyridin-2-yl)methanol C(C)C1=C(OC2=CC=C(C(=N2)CO)N2C[C@H](CC2)OC2=NC=C(C=C2)C(F)(F)F)C=CC=C1